1,2-dihexanylsn-glycero-3-phosphocholine C(CCCCC)OC[C@@H](OCCCCCC)COP(=O)([O-])OCC[N+](C)(C)C